C(\C=C\C)N1C(C2=C(C(=C1)C=1C=C(C(=O)N)C=CC1F)C=CN2)=O 3-[6-[(E)-but-2-enyl]-7-oxo-1H-pyrrolo[2,3-c]pyridin-4-yl]-4-fluorobenzamide